FC(CCCCOC1CCC2=CC=C(C=C12)NC(C=C)=O)(F)F N-(3-((5,5,5-trifluoropentyl)oxy)-2,3-dihydro-1H-inden-5-yl)acrylamide